Hexane-3-carboxylic acid methyl ester COC(=O)C(CC)CCC